FC1(CCN(CC1)C1=CC(=C(C(=C1)OC(F)(F)F)O)C(C)C)F 4-(4,4-Difluoropiperidin-1-yl)-2-isopropyl-6-(trifluoromethoxy)phenol